NCC1(C2CCN(CC12)C(=O)OC(C)(C)C)C1=NC=C(C=C1)F tert-butyl 7-(aminomethyl)-7-(5-fluoropyridin-2-yl)-3-azabicyclo[4.1.0]heptane-3-carboxylate